(1S)-6-chloro-1-[(1,3-dioxan-5-yl)methyl]-2-[4-(trifluoromethyl)-1,3,5-triazin-2-yl]-2,3,4,9-tetrahydro-1H-pyrido[3,4-b]indole ClC=1C=C2C3=C(NC2=CC1)[C@@H](N(CC3)C3=NC=NC(=N3)C(F)(F)F)CC3COCOC3